C(C1=CC=CC=C1)OC1=C(C(=C2C=CC(=CC2=C1)C(=O)NCCN1CC(C(CC1)C1=CC=C2C(=NN(C2=C1)C)C1C(NC(CC1)=O)=O)(F)F)F)N1S(NC(C1)=O)(=O)=O 7-benzyloxy-N-[2-[4-[3-(2,6-dioxo-3-piperidyl)-1-methyl-indazol-6-yl]-3,3-difluoro-1-piperidyl]ethyl]-5-fluoro-6-(1,1,4-trioxo-1,2,5-thiadiazolidin-2-yl)naphthalene-2-carboxamide